C(C)(C)(C)C=1C(=C(C(=O)O)C(=C(C1)C(C)(C)C)O)O 3,5-di-tert-butyl-2,6-dihydroxybenzoic acid